11-(2-(dimethylamino)-ethyl)eicosanoic acid (Z)-oct-2-en-1-yl ester C(\C=C/CCCCC)OC(CCCCCCCCCC(CCCCCCCCC)CCN(C)C)=O